Ethyl 5-iodothieno[2,3-b]pyridine-2-carboxylate IC=1C=C2C(=NC1)SC(=C2)C(=O)OCC